gallium nitrate [N+](=O)([O-])[O-].[Ga+3].[N+](=O)([O-])[O-].[N+](=O)([O-])[O-]